5-[(2,6-difluoro-4-pyridyl)amino]-N-spiro[3.4]octan-3-yl-1H-pyrrolo[2,3-c]pyridine-7-carboxamide FC1=NC(=CC(=C1)NC=1C=C2C(=C(N1)C(=O)NC1CCC13CCCC3)NC=C2)F